1-(4-((1'R,2'R,4'S)-2,4',6-Trihydroxy-5'-methyl-2'-(prop-1-en-2-yl)-1',2',3',4'-tetrahydro-[1,1'-biphenyl]-4-yl)-3,6-dihydropyridin-1(2H)-yl)ethan-1-one OC1=C(C(=CC(=C1)C=1CCN(CC1)C(C)=O)O)[C@H]1[C@@H](C[C@@H](C(=C1)C)O)C(=C)C